3-(2-chloro-4-hydroxy-6-oxo-3-tetralin-6-yl-7H-thieno[2,3-b]pyridin-5-yl)benzonitrile Trisodium 2-chloro-3-(5-oxidotetralin-6-yl)-5-phenyl-thieno[2,3-b]pyridine-4,6-diolate ClC1=C(C2=C(N=C(C(=C2[O-])C2=CC=CC=C2)[O-])S1)C=1C(=C2CCCCC2=CC1)[O-].[Na+].[Na+].[Na+].ClC1=C(C2=C(NC(C(=C2O)C=2C=C(C#N)C=CC2)=O)S1)C=1C=C2CCCCC2=CC1